8-(4-(1-(3-(dimethylamino)propoxy)cyclopropane-1-carbonyl)piperazin-1-yl)-N-(1-methylcyclopropyl)-3-(5-(trifluoromethyl)-1,3,4-thiadiazol-2-yl)imidazo[1,5-a]pyridine-6-sulfonamide CN(CCCOC1(CC1)C(=O)N1CCN(CC1)C=1C=2N(C=C(C1)S(=O)(=O)NC1(CC1)C)C(=NC2)C=2SC(=NN2)C(F)(F)F)C